C(CCC)N(C(C1=CC=C(C=C1)Cl)=O)CCCC N,N-dibutyl-4-chlorobenzamide